C(C)N1C[C@@H](CCC1)NC1=C2C(=C(N=N1)C1=C(C=C(C=C1)C(F)(F)F)O)N(C=N2)C 2-[4-[[(3R)-1-ethyl-3-piperidyl]amino]-1-methyl-imidazo[4,5-d]pyridazin-7-yl]-5-(trifluoromethyl)phenol